C1(CCC1)CN[C@H]1CN(CCC1)C1=CC=C(N=N1)CN1N=NC(=C1)C=1NC(C2=CC=CC=C2C1)=O (R)-3-(1-((6-(3-((cyclobutylmethyl)amino)piperidin-1-yl)pyridazin-3-yl)methyl)-1H-1,2,3-triazol-4-yl)isoquinolin-1(2H)-one